COCCN1N=CC(=C1)C=1C=C(C2=C(N(N=C2C1)C)C=1C=C2[C@H](CNC(C2=C(C1)OC)=O)C)C#N |o1:22| 6-[1-(2-methoxyethyl)pyrazol-4-yl]-2-methyl-3-[rel-(4R)-8-methoxy-4-methyl-1-oxo-3,4-dihydro-2H-isoquinolin-6-yl]indazole-4-carbonitrile